[4-[(E)-[(1,1-dioxo-1,2-benzothiazol-3-yl)-(2-methoxyethyl)-hydrazono]methyl]-2-methoxy-phenyl]boronic acid O=S1(N=C(C2=C1C=CC=C2)N(\N=C\C2=CC(=C(C=C2)B(O)O)OC)CCOC)=O